2-Methyl-N-[5-(N-methylanilino)-2-pyridinyl]propanamide CC(C(=O)NC1=NC=C(C=C1)N(C1=CC=CC=C1)C)C